ClC=1C=2C(=N[C@H](C3=NC(=NN3C2C=NC1C(F)(F)F)N1C(CCC1)=O)C)C1=C(C=CC=C1F)F 1-[(7S)-11-chloro-9-(2,6-difluorophenyl)-7-methyl-12-(trifluoromethyl)-2,3,5,8,13-pentazatricyclo[8.4.0.02,6]tetradeca-1(10),3,5,8,11,13-hexaen-4-yl]pyrrolidin-2-one